N1(CCNCC1)C1=CC=C(COC2=CC=CC=3C4=CC=CC=C4NC23)C=C1 (4-(piperazin-1-yl)benzyloxy)-9H-carbazole